C(C)(C)(C)OC(=O)N1CC(CCC1)CNC 3-((methylamino)methyl)piperidine-1-carboxylic acid tert-butyl ester